OC(C)C=1C=CC(=NC1)CCOC1=CC=C(C=C1)CC1C(NC(S1)=O)=O 5-[[4-[2-[5-(1-hydroxyethyl)-2-pyridinyl]ethoxy]phenyl]methyl]-2,4-thiazolidinedione